2,3-Dibromonaphthalene BrC1=CC2=CC=CC=C2C=C1Br